O[C@@H]([C@@H](CC1=CC=CC=C1)NC(C(C(=O)OC)(C)C)=O)C(NCC1=NC=CC=C1)=O methyl 3-(((2r,3s)-3-hydroxy-4-oxo-1-phenyl-4-((pyridin-2-ylmethyl) amino) butan-2-yl) amino)-2,2-dimethyl-3-oxopropionate